CC1=CC=C2C=3C=C(C=CC3NC2=C1)CO (7-Methyl-9H-carbazol-3-yl)methanol